C(=O)=C1C(C=CCl)C=CC=C1 carbonyl-chlorostyrene